3,6-dihydropyrrolo[3,2-e]indole C1=CNC=2C1=C1C=CNC1=CC2